(2S)-4-((3-fluoro-2-hydroxypropyl)(4-(5,6,7,8-tetrahydro-1,8-naphthyridin-2-yl)butyl)amino)-2-(quinazolin-4-ylamino)butanoic acid FCC(CN(CC[C@@H](C(=O)O)NC1=NC=NC2=CC=CC=C12)CCCCC1=NC=2NCCCC2C=C1)O